4-[[(2R,3S,4R,5S)-3-(3,4-Difluoro-2-methoxy-phenyl)-4,5-dimethyl-5-(trifluoromethyl)tetrahydrofuran-2-carbonyl]amino]-5-fluoro-pyridin-2-carboxamid FC=1C(=C(C=CC1F)[C@H]1[C@@H](O[C@@]([C@@H]1C)(C(F)(F)F)C)C(=O)NC1=CC(=NC=C1F)C(=O)N)OC